tert-butyl (1-(2-fluoro-2-methylpropyl)piperidin-4-yl)carbamate FC(CN1CCC(CC1)NC(OC(C)(C)C)=O)(C)C